O1C(=NC2=C1C=CC=C2)N(C2=NC=C(C=C2)F)CC2=CC=C(C(=O)NO)C=C2 4-((benzo[d]oxazol-2-yl(5-fluoropyridin-2-yl)amino)methyl)-N-hydroxybenzamide